NC1=NC=C(C=C1C=1C(=C2CCNC(C2=CC1F)=O)F)C1=CC=C(C=C1)N1CCN(CC1)C 6-(2-amino-5-(4-(4-methylpiperazin-1-yl)phenyl)pyridin-3-yl)-5,7-difluoro-3,4-dihydroisoquinolin-1(2H)-one